ClC=1C(=C(C=CC1)C1=CC(=CC=C1)NC=1N=CC=C2C=C(C=NC12)CN1C[C@@H](CC1)O)C chloro-3'-((3-(((R)-3-hydroxypyrrolidin-1-yl)methyl)-1,7-naphthyridin-8-yl)amino)-2-methyl-[1,1'-biphenyl]